C(C)N1C(CCC1)CNC(C1=C(C=CC(=C1)S(N)(=O)=O)OC)=O N-[(1-ethyl-2-pyrrolidinyl)methyl]-2-methoxy-5-(sulfamoyl)benzamide